1-((7-(5-chloro-1-((4-fluoropiperidin-4-yl)methyl)-1H-indol-7-yl)thieno[3,2-b]pyridin-2-yl)methyl)-3-methylpyrrolidine-2,5-dione ClC=1C=C2C=CN(C2=C(C1)C1=C2C(=NC=C1)C=C(S2)CN2C(C(CC2=O)C)=O)CC2(CCNCC2)F